O1SCCC1 1,1-dioxathiolane